N-((8-chloro-1,2,3,5,6,7-hexahydro-s-indacen-4-yl)carbamoyl)-4-hydroxy-5,6,7,8-tetrahydro-4H-cyclohepta[b]furan-2-sulfonamide ClC=1C=2CCCC2C(=C2CCCC12)NC(=O)NS(=O)(=O)C1=CC2=C(O1)CCCCC2O